OC1C(CCOCC1)OC1=NC(=NC=C1C(F)(F)F)NC1=CC=C(C=C1)S(=O)(=O)NC([2H])([2H])[2H] 4-((4-((5-hydroxyoxepan-4-yl)oxy)-5-(trifluoromethyl)pyrimidin-2-yl)amino)-N-(methyl-d3)benzenesulfonamide